FC(=CC1=CN(C2=NC=C(N=C21)C2=CN=C(S2)C(=O)OC)COCC[Si](C)(C)C)F methyl 5-[7-(2,2-difluoroethenyl)-5-{[2-(trimethylsilyl) ethoxy]methyl} pyrrolo[2,3-b]pyrazin-2-yl]-1,3-thiazole-2-carboxylate